NC=1C(C2=C(C=CC(=C2C(C1Cl)=O)OC)OC)=O 2-amino-3-chloro-5,8-dimethoxy-1,4-naphthoquinone